(2S)-6-chloro-N-{3-[2-(4-chloro-3-fluorophenoxy)acetamido]bicyclo[1.1.1]pent-1-yl}-4-(2-hydroxy-2-methylpropyl)-3,4-dihydro-2H-1,4-benzoxazine-2-carboxamide ClC=1C=CC2=C(N(C[C@H](O2)C(=O)NC23CC(C2)(C3)NC(COC3=CC(=C(C=C3)Cl)F)=O)CC(C)(C)O)C1